[Si](C)(C)(C(C)(C)C)OCCS(=O)(=O)Cl (tert-Butyldimethylsilanyloxy)ethane-1-sulfonyl chloride